nonyl 8-((4-((4,4-bis(oct-3-yn-1-yloxy)butanoyl)oxy)butyl)(2-hydroxyethyl)amino)octanoate C(CC#CCCCC)OC(CCC(=O)OCCCCN(CCCCCCCC(=O)OCCCCCCCCC)CCO)OCCC#CCCCC